C(C)(=O)N[C@@H](C(=O)N[C@H](C(=O)OC(C)C)CCC(C=[N+]=[N-])=O)CC1=CNC2=CC=CC=C12 isopropyl (S)-2-((R)-2-acetamido-3-(1H-indol-3-yl)propanamido)-6-diazo-5-oxohexanoate